CN(C(OC(C)(C)C)=O)C[C@@H]1OCC2=C(C=CC=C12)C=1C=NC=CC1 (R)-tert-Butyl methyl((4-(pyridin-3-yl)-1,3-dihydroisobenzofuran-1-yl)methyl)carbamate